(3aS,5S,6aR)-2-((S)-2-(3,5-difluoro-4-hydroxyphenyl)-2-hydroxyethyl)-5-(2-fluorophenoxy)hexahydrocyclopenta[c]pyrrol FC=1C=C(C=C(C1O)F)[C@@H](CN1C[C@H]2[C@@H](C1)CC(C2)OC2=C(C=CC=C2)F)O